[7-[6-(trifluoromethyl)pyridazin-3-yl]oxy-2-azaspiro[3.5]nonan-2-yl]methanone FC(C1=CC=C(N=N1)OC1CCC2(CN(C2)C=O)CC1)(F)F